ClC1=C(CCl)C=CC=C1 Ortho-Chlorobenzylchlorid